N-((1r,4r)-4-(3-(5-chloro-4-(5-methyl-4,5,6,7-tetrahydropyrazolo[1,5-a]pyrazin-3-yl)pyridin-2-yl)ureido)cyclohexyl)acetamide ClC=1C(=CC(=NC1)NC(NC1CCC(CC1)NC(C)=O)=O)C=1C=NN2C1CN(CC2)C